methyl (S)-2-(6-methyl-4-(trifluoromethyl)pyridin-2-yl)isothiazolidine-3-carboxylate 1,1-dioxide CC1=CC(=CC(=N1)N1S(CC[C@H]1C(=O)OC)(=O)=O)C(F)(F)F